N-(cyclohexylmethyl)-2-(1-phenyl-1H-pyrazol-4-yl)-1,3-thiazole-4-carboxamide C1(CCCCC1)CNC(=O)C=1N=C(SC1)C=1C=NN(C1)C1=CC=CC=C1